C(C)(C)(C)OC(=O)N1CC(=CC1)C1=NC=NC2=CC=C(C=C12)Br 3-(6-Bromoquinazolin-4-yl)-2,5-dihydro-1H-pyrrole-1-carboxylic acid tert-butyl ester